3-Ethoxy-5-{6-[2-(4-hydroxy-phenyl)-ethylamino]-pyrimidin-4-yl}-thiophene C(C)OC1=CSC(=C1)C1=NC=NC(=C1)NCCC1=CC=C(C=C1)O